6-methoxy-3-(5-(trifluoromethyl)pyridin-2-yl)benzothiazol-2(3H)-one COC1=CC2=C(N(C(S2)=O)C2=NC=C(C=C2)C(F)(F)F)C=C1